ClC1=CC=C(CN2CC(CCC2)C2=CC=NC=3N2N=C(C3CCN)C)C=C1 2-(7-(1-(4-Chlorobenzyl)piperidin-3-yl)-2-methylpyrazolo[1,5-a]pyrimidin-3-yl)ethan-1-amine